N-((2S,3R)-3-hydroxy-1-(((5S,8S,9S,E)-9-hydroxy-5-methyl-2,7-dioxo-1,6-diazacyclododec-3-en-8-yl)amino)-1-oxobutan-2-yl)-11-methyldodeca-2,4-dienamide O[C@@H]([C@@H](C(=O)N[C@@H]1C(N[C@H](/C=C/C(NCCC[C@@H]1O)=O)C)=O)NC(C=CC=CCCCCCC(C)C)=O)C